BrC1=CC2=C([C@@H](CO2)N(C(OCC2=CC=CC=C2)=O)C)C=C1 benzyl N-[(3S)-6-bromo-2,3-dihydrobenzofuran-3-yl]-N-methyl-carbamate